C(C=C)(=O)N1[C@H](CN(C[C@H]1C)C1=NC(N2C3=C(C(=C(C=C13)C(F)(F)F)C1=C(C=C(C(=C1)I)F)F)SC[C@@H]2COC)=O)C (3S,10R)-7-((3S,5R)-4-acryloyl-3,5-dimethylpiperazin-1-yl)-10-(2,4-difluoro-5-iodophenyl)-3-(methoxymethyl)-9-(trifluoromethyl)-2,3-dihydro-5H-[1,4]thiazino[2,3,4-ij]quinazolin-5-one